(S)-2-(6-chloro-2-(5-methylpicolyl)-1,2,3,4-tetrahydroisoquinolin-8-yl)pyrrolidin ClC=1C=C2CCN(CC2=C(C1)[C@H]1NCCC1)CC1=NC=C(C=C1)C